CN(C1=CC=2OC(C(=CC2S1)C(=O)O)=O)S(=O)(=O)C=1C=NC=CC1 2-[Methyl-(pyridine-3-sulfonyl)-amino]-5-oxo-5H-thieno[3,2-b]pyran-6-carboxylic acid